C(C)(C)(C)OC(NCC1=C(C=C(C=C1)C1=NC(=NC=C1)Cl)C)=O 4-(2-Chloropyrimidin-4-yl)-2-methylbenzyl-carbamic acid tert-butyl ester